5-amino-N,N-dipropyl-2-(1-((2-(trimethylsilyl)ethoxy)methyl)-1H-pyrazol-4-yl)-6H-thieno[3,2-b]azepine-7-carboxamide NC=1CC(=CC2=C(N1)C=C(S2)C=2C=NN(C2)COCC[Si](C)(C)C)C(=O)N(CCC)CCC